CC(C)(C)C=1C=C(C=C(C1)C(C)(C)C)C(/C=C/C1=CC=C(C(=O)O)C=C1)=O 4-[(E)-3-[3,5-bis(1,1-Dimethylethyl)phenyl]-3-oxo-1-propenyl]benzoic acid